FC1=CC=C(C(=O)NC=2C=C3C(=CNC3=CC2)C2=CCN3CCCC3C2)C=C1 5-(4-fluorobenzoyl)amino-3-(1,2,3,4,5,8-hexahydroindolizin-7-yl)-1H-indole